S(OC1=CC=C(C=C1)OCC1=CC=C(C=C1)C(N(C)C)=O)(=O)(=O)F 4-((4-(dimethylcarbamoyl)benzyl)oxy)phenyl sulfurofluoridate